N[C@@H](C)C(=O)[C@@]1(N=C(C2=C(N(C1=O)C)C=CC=C2)C2=CC=CC=C2)N L-alanyl-3-(S)-amino-1-methyl-5-phenyl-1,3-dihydro-benzo[E](1,4)diazepin-2-one